O=C1CC[C@H](N1)C(=O)NC[C@@H]1OC2=CC(=CC=C2C=2NC3=C(C=C(C=C3C21)F)F)F |o1:10| (2S)-5-oxo-N-{[(6R*)-3,8,10-trifluoro-6H,11H-chromeno[4,3-b]indol-6-yl]methyl}pyrrolidine-2-carboxamide